N-(3-fluoro-7-(hydroxyimino)-8-oxo-5,6,7,8-tetrahydronaphthalen-1-yl)acetamide tert-butyl-4-(4-oxo-4,9-dihydro-3H-pyrimido[4,5-b]indol-6-yl)-3,6-dihydropyridine-1(2H)-carboxylate C(C)(C)(C)OC(=O)N1CCC(=CC1)C=1C=C2C3=C(NC2=CC1)N=CNC3=O.FC=3C=C(C=1C(C(CCC1C3)=NO)=O)NC(C)=O